BrC1=CC=C(CC2(CN(C2)CCCF)O)C=C1 3-(4-bromobenzyl)-1-(3-fluoropropyl)azetidin-3-ol